1-(7-methyl-2-(3-methylisoxazol-4-yl)-3-(4-(4-methylpiperazin-1-yl)phenyl)quinolin-5-yl)ethan-1-ol ethyl-(E)-3-(3-benzyloxycyclobutyl)prop-2-enoate C(C)/C(/C(=O)OC(C)C1=C2C=C(C(=NC2=CC(=C1)C)C=1C(=NOC1)C)C1=CC=C(C=C1)N1CCN(CC1)C)=C\C1CC(C1)OCC1=CC=CC=C1